2-(p-toluenesulfonyloxy)acetic acid CC1=CC=C(C=C1)S(=O)(=O)OCC(=O)O